4-(((R)-1-(3-((R/S)-1,1-difluoro-2-hydroxy-2-methyl-3-(methylamino)propyl)-2-fluorophenyl)ethyl)amino)-2,6,8,8-tetramethyl-6,8-dihydro-7H-pyrrolo[2,3-g]quinazolin-7-one FC([C@](CNC)(C)O)(F)C=1C(=C(C=CC1)[C@@H](C)NC1=NC(=NC2=CC3=C(C=C12)N(C(C3(C)C)=O)C)C)F |&1:2|